{1,4,7-triazonane-1,4,7-triyltris[methylene(2-hydroxy-5-methyl-3,1-phenylene)methyleneazanediylmethylene]}tris(phosphonic acid) N1(CCN(CCN(CC1)CC=1C(=C(C=C(C1)C)CNCP(O)(O)=O)O)CC=1C(=C(C=C(C1)C)CNCP(O)(O)=O)O)CC=1C(=C(C=C(C1)C)CNCP(O)(O)=O)O